FC(S(=O)(=O)O)(F)F.C(C)(=O)NO acetyl-hydroxylamine trifluoromethanesulfonate